Methyl 2-((7-bromo-4-((5-fluoroquinolin-6-yl)amino)quinazolin-5-yl)oxy)propanoate BrC1=CC(=C2C(=NC=NC2=C1)NC=1C(=C2C=CC=NC2=CC1)F)OC(C(=O)OC)C